1-(4-(3-fluoro-5-(trifluoromethyl)benzyl)pyridin-2-yl)-1H-pyrazole-3-carboxylic acid FC=1C=C(CC2=CC(=NC=C2)N2N=C(C=C2)C(=O)O)C=C(C1)C(F)(F)F